OC1=C2[C@H]3[C@H](C(OC2=CC(=C1)C(C)(CCCCCC)C)(C)C)CC[C@@H](C3)C(=O)O (6aR,9S,10aR)-1-hydroxy-6,6-dimethyl-3-(2-methyloctan-2-yl)-6a,7,8,9,10,10a-hexahydro-6H-benzo[c]chromene-9-carboxylic acid